(R)-2-(9-(4-fluorophenyl)-6-oxaspiro[4.5]decan-9-yl)-N-(2-(pyridine-4-yl)benzyl)ethylamine monohydrochloride Cl.FC1=CC=C(C=C1)[C@@]1(CCOC2(CCCC2)C1)CCNCC1=C(C=CC=C1)C1=CC=NC=C1